BrC=1C=C2CCC(N(C2=CC1)CC(=O)N)=O 2-(6-bromo-2-oxo-3,4-dihydroquinolin-1(2H)-yl)acetamide